[N+](=O)([O-])C=1C=NC=2C3(CCCC2C1)CCCC3 3'-nitro-6',7'-dihydro-5'H-spiro[cyclopentane-1,8'-quinoline]